p-mentha-2,8-diene C1(C=CC(CC1)C(=C)C)C